OC([C@@H](C1=CC=C(C=C1)OC[C@@H](CCC)C)NC(OC(C)(C)C)=O)(C)C tert-butyl ((R)-2-hydroxy-2-methyl-1-(4-(((R)-2-methylpentyl)oxy)phenyl)propyl)carbamate